beta-alanine benzyl ester p-toluenesulfonate salt CC1=CC=C(C=C1)S(=O)(=O)O.C1=CC=C(C=C1)COC(=O)CCN